NC1=C(C=C(C(=C1)Cl)F)COCCNC(OC(C)(C)C)=O tert-butyl N-[2-[(2-amino-4-chloro-5-fluoro-phenyl)-methoxy]ethyl]carbamate